CC12CC3(CC(CC(C1)(C3)C)(C2)OCCN(CCS(=O)(=O)O)C)CN2N=CC(=C2C)C=2C(=NC=CC2)C(=O)O 3-{1-[(3,5-dimethyl-7-{2-[methyl(2-sulfoethyl)amino]ethoxy}tricyclo[3.3.1.13,7]dec-1-yl)methyl]-5-methyl-1H-pyrazol-4-yl}pyridine-2-carboxylic acid